5-(3-(4-((4-((8-cyclopentyl-7-oxo-7,8-dihydro-pyrido[2,3-d]pyrimidin-2-yl)amino)piperidin-1-yl)sulfonyl)phenoxy)azetidin-1-yl)-2-(2,6-dioxopiperidin-3-yl)isoindoline-1,3-dione C1(CCCC1)N1C(C=CC2=C1N=C(N=C2)NC2CCN(CC2)S(=O)(=O)C2=CC=C(OC1CN(C1)C=1C=C3C(N(C(C3=CC1)=O)C1C(NC(CC1)=O)=O)=O)C=C2)=O